FC1=C(C=C(C=C1)F)C(CC#CC#CC=1C=2N(C=C(C1)C(=O)N)N=CC2)(C=2C(N(C=CC2)C)=O)O 4-(6-(2,5-difluorophenyl)-6-hydroxy-6-(1-methyl-2-oxo-1,2-dihydropyridin-3-yl)hexa-1,3-diyn-1-yl)pyrazolo[1,5-a]pyridine-6-carboxamide